4-(4-amino-2-bromo-5-(methoxycarbonyl)phenoxy)piperidine-1-carboxylic acid benzyl ester C(C1=CC=CC=C1)OC(=O)N1CCC(CC1)OC1=C(C=C(C(=C1)C(=O)OC)N)Br